OC([C@H](CO)O)(O)C(O)([C@H](O)CO)O 3,4-dihydroxyglucitol